5,6alpha-epoxy-cholest-8(14)-en-3beta,7beta-diol CC(C)CCC[C@@H](C)[C@H]1CCC2=C3[C@H]([C@H]4C5(C[C@H](CC[C@]5(C)[C@H]3CC[C@]12C)O)O4)O